3-methylsulfonyl-propyl-amine hydrochloride Cl.CS(=O)(=O)CCCN